FC1=C(CO[C@@H]2C[C@H](C2)C(=O)O)C=CC(=C1)F trans-3-[(2,4-difluorobenzyl)oxy]cyclobutane-1-carboxylic acid